5-chloro-2-methoxy-6'-methyl-N-(5-picolinoyl-5,6-dihydro-4H-pyrrolo[3,4-d]thiazol-2-yl)-[3,4'-bipyridine]-3'-carboxamide ClC=1C=C(C(=NC1)OC)C1=C(C=NC(=C1)C)C(=O)NC=1SC2=C(N1)C(NC2)C(C=2C=CC=NC2)=O